2-(2-fluoro-4-(pyrrolidin-2-yl)phenyl)-1H-benzimidazole-4-carboxamide FC1=C(C=CC(=C1)C1NCCC1)C1=NC2=C(N1)C=CC=C2C(=O)N